FC1=CC=C(C2=C(C=CC=C12)C#C[Si](C(C)C)(C(C)C)C(C)C)O 4-Fluoro-8-((triisopropylsilyl)ethynyl)naphthalen-1-ol